5,7-dibromo-6-fluoro-2,3-dihydropyrrolo[2,1-b]quinazolin-9(1H)-one BrC1=C(C(=CC=2C(N3C(=NC12)CCC3)=O)Br)F